O[C@H]1[C@@H](CCCC1)NC=1N=NC(=C2C1SC=C2)C2=C(C=C(C=C2)C(F)(F)F)O 2-(7-{[(1R,2R)-2-hydroxycyclohexyl]amino}thieno[2,3-d]pyridazine-4-yl)-5-(trifluoromethyl)phenol